N-(2-cyclopropyl-3-(2,4-difluorophenyl)propyl)-2-oxo-2,3-dihydrooxazole-4-carboxamide C1(CC1)C(CNC(=O)C=1NC(OC1)=O)CC1=C(C=C(C=C1)F)F